N1=C(C=CC=C1)CN 2-picolyl-amine